ClC1=NC=C(C=C1OCF)C(F)(F)F 2-chloro-3-(fluoromethoxy)-5-(trifluoromethyl)pyridine